C12CNCC(CC1)N2C=2SC=1CN(CCC1N2)C(=O)C2=C(C=CC=C2)F (2-(3,8-diazabicyclo[3.2.1]octan-8-yl)-6,7-dihydrothiazolo[5,4-c]pyridin-5(4H)-yl)(2-fluorophenyl)methanone